10-acetyl-6-isopropyl-9-(2-(2-methoxyethyl)thiazol-4-yl)-2-oxo-6,7-dihydro-2H-pyrido[2,1-a]isoquinoline-3-carboxylic acid C(C)(=O)C1=C(C=C2CC(N3C(C2=C1)=CC(C(=C3)C(=O)O)=O)C(C)C)C=3N=C(SC3)CCOC